7-Bromo-1-methylbenzimidazol-4-amine BrC1=CC=C(C2=C1N(C=N2)C)N